((3R,3'R)-3'-hydroxy-1,4-dihydro-2H-spiro[isoquinoline-3,4'-piperidin]-1'-yl)(8-(methoxymethyl)-6-methylimidazo[1,2-a]pyridin-2-yl)methanone O[C@@H]1CN(CC[C@@]12NCC1=CC=CC=C1C2)C(=O)C=2N=C1N(C=C(C=C1COC)C)C2